(S)-2-(azetidin-1-ylmethyl)-N-((R)-2,2-difluoro-1-(4-fluorophenyl)ethyl)butyramide N1(CCC1)C[C@@H](C(=O)N[C@@H](C(F)F)C1=CC=C(C=C1)F)CC